(1S)-6-chloro-1-[[(3S)-tetrahydropyran-3-yl]methyl]-2,3,4,9-tetrahydro-1H-pyrido[3,4-b]indole ClC=1C=C2C3=C(NC2=CC1)[C@@H](NCC3)C[C@H]3COCCC3